NC1=C(SC2=NC(=CC=C21)C)C(=O)NC2CC=1C=C(C(=NC1CC2)N2CC1(C(C2)N)OCCCC1)F 3-amino-N-(2-{4-amino-6-oxa-2-azaspiro[4.5]decan-2-yl}-3-fluoro-5,6,7,8-tetrahydroquinolin-6-yl)-6-methylthieno[2,3-b]pyridine-2-carboxamide